ClC=1C=CC(=C(C1)C1=CC(N2[C@@H](CCC2=C1)C=1NC(=CN1)C=1C=CC(=NC1F)NC(OC(C)(C)C)=O)=O)N1N=NN=C1 2-methyl-2-propanyl [5-(2-{(3S)-7-[5-chloro-2-(1H-tetrazol-1-yl)phenyl]-5-oxo-1,2,3,5-tetrahydro-3-indolizinyl}-1H-imidazol-5-yl)-6-fluoro-2-pyridinyl]carbamate